13-Chloro-4,5-difluoro-14-hydroxy-19-methoxy-16,16-dioxo-9-oxa-16λ6-thia-17-azatetracyclo[16.3.1.111,15.02,7]tricosa-1(22),2(7),3,5,11,13,15(23),18,20-nonaen-10-one ClC=1C=C2C(OCC=3C=C(C(=CC3C=3C=CC(=C(NS(C(C1O)=C2)(=O)=O)C3)OC)F)F)=O